OC[C@H](C)NC(OC(C)(C)C)=O tert-butyl (S)-2-hydroxy-1-methylethylcarbamate